2-methoxy-N-(2-(1-methyl-2-oxabicyclo[2.1.1]hexan-4-yl)-7-((1,1,1-trifluoropropan-2-yl)oxy)imidazo[1,2-a]pyridin-6-yl)nicotinamide 2,2,2-trifluoroacetate FC(C(=O)O)(F)F.COC1=C(C(=O)NC=2C(=CC=3N(C2)C=C(N3)C32COC(C3)(C2)C)OC(C(F)(F)F)C)C=CC=N1